4'-ethyl-N-{2-oxo-2-[(1R)-1,2,3,4-tetrahydronaphthalen-1-ylamino]ethyl}biphenyl-4-carboxamide C(C)C1=CC=C(C=C1)C1=CC=C(C=C1)C(=O)NCC(N[C@@H]1CCCC2=CC=CC=C12)=O